BrC=1C=CC(=C(C(=O)OC)C1)C methyl 5-bromo-2-methylbenzoate